2-(3,4-Dimethoxyphenyl)-1-(1,3-dithian-2-yl)-3-(4-methoxyphenyl)prop-2-en-1-one COC=1C=C(C=CC1OC)C(C(=O)C1SCCCS1)=CC1=CC=C(C=C1)OC